FC1=CC=C2C(=CNC2=C1)C(=O)C=1SC=C(N1)C1(CC1)O (6-fluoro-1H-indol-3-yl)(4-(1-hydroxycyclopropyl)thiazol-2-yl)methanone